5-(2-chloro-5-(hydroxymethyl)pyridin-3-yl)-2-(3-(difluoromethoxy)benzyl)-7-((2-(methylamino)-1H-imidazol-1-yl)methyl)isoquinolin-1(2H)-one ClC1=NC=C(C=C1C1=C2C=CN(C(C2=CC(=C1)CN1C(=NC=C1)NC)=O)CC1=CC(=CC=C1)OC(F)F)CO